C(C)N(C1=CC(=C(C=C1)C1(OC(C=2C1=NC=CC2)=O)C2=C(N(C1=CC=CC=C21)CC)C)OCCCCCC)CC 7-(4-diethylamino-2-hexyloxyphenyl)-7-(1-ethyl-2-methyl-1H-indol-3-yl)-7H-furo[3,4-b]pyridin-5-one